Cl.C1N(C[C@H]2CNCC[C@H]21)C2=NC=C(C=C2)C(F)(F)F [(3aR,7aR)-octahydro-1H-pyrrolo[3,4-c]pyridin-2-yl]-5-(trifluoromethyl)pyridine hydrochloride